BrC=1C=C(C=CC1)C1=C(SC=C1)C(=O)N (3-bromophenyl)thiophene-2-carboxamide